NC1=CC(=C(C=C1OC)NS(=O)(=O)C1=CC=C(C=C1)OCC)OC N-(4-Amino-2,5-dimethoxyphenyl)-4-ethoxybenzenesulfonamide